C(C)(C)(C)OC(=O)N1C(CCCC1)NC=1C=C2C(=NC=NC2=CC1OC)NC1=C(C=C(C(=C1)C)OC1=CC=2N(C=C1)N=CN2)OC ((4-((4-([1,2,4]triazolo[1,5-a]pyridin-7-yloxy)-2-methoxy-5-methylphenyl)amino)-7-methoxyquinazolin-6-yl)amino)piperidine-1-carboxylic acid tert-butyl ester